ClC1=CC=C(C=C1)C=1N=C2N(C=CC=C2)C1CN1C2CN(C(C1)CC2)C(=O)C2=CC(=CC=C2)C (5-{[2-(4-chlorophenyl)imidazo[1,2-a]pyridin-3-yl]methyl}-2,5-diazabicyclo[2.2.2]oct-2-yl)-(3-methylphenyl)methanone